naphthacene-3-one C=1CC(C=C2C=C3C=C4C=CC=CC4=CC3=CC12)=O